5-(9-(4-[(2,5-dimethoxy-4-(2-methyl-1-oxo-1,2-dihydro-2,7-naphthyridin-4-yl)Phenyl)methyl]piperazin-1-yl)-3-azaspiro[5.5]undecane-3-yl)-N-(2,6-dioxopiperidin-3-yl)pyridine-2-Formamide COC1=C(C=C(C(=C1)C1=CN(C(C2=CN=CC=C12)=O)C)OC)CN1CCN(CC1)C1CCC2(CCN(CC2)C=2C=CC(=NC2)C(=O)NC2C(NC(CC2)=O)=O)CC1